ethyl 1-(4-(methoxymethyl)benzyl)-1H-pyrazole-4-carboxylate COCC1=CC=C(CN2N=CC(=C2)C(=O)OCC)C=C1